F[C@@H]1[C@H]2CC[C@@H](C[C@@H]1N(C=1N=CC(=NC1)C1=C(C=C(C=C1)C=1C=NN(C1)CCOC)O)C)N2 2-(5-{[(1R,2R,3S,5S)-2-fluoro-8-azabicyclo[3.2.1]octan-3-yl](methyl)amino}pyrazin-2-yl)-5-[1-(2-methoxyethyl)-1H-pyrazol-4-yl]phenol